N-(1-(3-fluorophenyl)piperidin-3-yl)pyrimidin-4-amine FC=1C=C(C=CC1)N1CC(CCC1)NC1=NC=NC=C1